(1R)-1-(2-methylpyrimidin-5-yl)ethylamine hydrochloride Cl.CC1=NC=C(C=N1)[C@@H](C)N